ClC1=CC=C(OC2CCN(CC2)C(=O)C=2C=NN3C2C(N(C=C3C)C3=C(C=CC=C3)OCC(F)(F)F)=O)C=C1 3-[4-(4-chlorophenoxy)piperidine-1-carbonyl]-7-methyl-5-[2-(2,2,2-trifluoroethoxy)phenyl]pyrazolo[1,5-a]pyrazin-4(5H)-one